5-(cyclobutylamino)-2-fluoro-4-nitrobenzonitrile C1(CCC1)NC=1C(=CC(=C(C#N)C1)F)[N+](=O)[O-]